N[C@H](CN(CC(=O)O)C(CN1C=2N=C(NC(C2N=C1)=O)N)=O)CO (R)-N-(2-amino-3-hydroxypropyl)-N-(2-(2-amino-6-oxo-1,6-dihydro-9H-purin-9-yl)acetyl)glycine